4,10,17,21-tetraoxo-3,9,16,19,22-pentaazaoctacosan-28-oate O=C(NCC)CCCCNC(CCCCCNC(CNCC(NCCCCCC(=O)[O-])=O)=O)=O